2-amino-N-(4-(4-chloro-2-methylpyridin-3-yl)-3-fluorophenyl)-2-(3,3-difluorocyclohexyl)acetamide NC(C(=O)NC1=CC(=C(C=C1)C=1C(=NC=CC1Cl)C)F)C1CC(CCC1)(F)F